C(CCCCC)C1(C2=CC(=CC=C2C=2C=CC(=CC12)C=1C(C(C(=CC1)C1=CC=C(C=C1)O[C@H](C)CC)N)N)C=1C(C(C(=CC1)C1=CC=C(C=C1)O[C@H](C)CC)N)N)CCCCCC 4,4''-(9,9-dihexyl-9H-fluorene-2,7-diyl)bis(4'-((R)-sec-butoxy)-2,3-dihydro-[1,1'-biphenyl]-2,3-diamine)